CN1C(O[C@@H](C1)COC=1C=C(C(=O)O)C=C(C1)C=1SC(=CN1)C)=O 3-{[(5S)-3-methyl-2-oxo-1,3-oxazolidin-5-yl]methoxy}-5-(5-methyl-1,3-thiazol-2-yl)benzoic acid